C(C)(C)N1C=C(C=2C1=NC=C(C2)C(=O)OC)C methyl 1-isopropyl-3-methyl-1H-pyrrolo[2,3-b]pyridine-5-carboxylate